C(CCCCCCCCCCCCCCCCC)N([C@@H](CCCCN)C(=O)O)C=O stearyl-formyl-lysine